C1CCC2=C(C=3CCCC3C=C12)NC(=O)O[C@@H](C(=O)OCC)CN1N=CC=C1 Ethyl (2R)-2-{[(1,2,3,5,6,7-hexahydro-s-indacen-4-yl)carbamoyl]oxy}-3-(1H-pyrazol-1-yl)propanoate